C(C=C)(=O)NC(CS(=O)(=O)[O-])(C)C.C(C)(C)(C)N1C=[N+](C=C1)C=C 1-tert-butyl-3-vinylimidazolium 2-acrylamido-2-methylpropanesulfonate